2-(benzo[d]thiazol-2-yl)-N-hydroxy-1,1-dimethylisoindoline-4-carboxamide S1C(=NC2=C1C=CC=C2)N2C(C=1C=CC=C(C1C2)C(=O)NO)(C)C